BrC1=CC2=C(NC=N2)C=C1C 5-bromo-6-methyl-1H-1,3-benzodiazole